C(C)C1=CNC2=CC=C(C=C12)C1=CCN(CC1)C(=O)OC(C)(C)C tert-butyl 4-(3-ethyl-1H-indol-5-yl)-5,6-dihydropyridine-1(2H)-carboxylate